tert-butyl 4-(8-methyl-2-methylsulfonyl-7-oxo-pyrido[2,3-d]pyrimidin-6-yl)-4,7-diazaspiro[2.5]octane-7-carboxylate CN1C(C(=CC2=C1N=C(N=C2)S(=O)(=O)C)N2C1(CC1)CN(CC2)C(=O)OC(C)(C)C)=O